FC=1C=C(C#N)C=C(C1)[C@@H]1CC=NN1C(=O)N1CCNCC1 (S)-3-fluoro-5-(1-(piperazine-1-carbonyl)-4,5-dihydro-1H-pyrazol-5-yl)benzonitrile